CC=1C=C(CC2(CC2)C(=O)O)C=CC1 1-(3-methylbenzyl)cyclopropane-1-carboxylic acid